C12(CC(C1)C2)C2=NC(=NO2)C2=CC=C(C=C2)C(=O)N2CCN(CC2)C=2OC=1C(=NC(=CC1)Cl)N2 [4-[5-(1-bicyclo[1.1.1]pentanyl)-1,2,4-oxadiazol-3-yl]phenyl]-[4-(5-chlorooxazolo[4,5-b]pyridin-2-yl)piperazin-1-yl]methanone